C1(CC1)CONC(=O)[C@H]1N2C(N([C@H](C=C1C)C2)O[C@H](C(=O)[O-])F)=O (2S)-2-[[(2S,5r)-2-(cyclopropylmethoxy-carbamoyl)-3-methyl-7-oxo-1,6-diazabicyclo[3.2.1]oct-3-en-6-yl] oxy]-2-fluoroacetate